(2S)-2-Pyrrolidinecarbonitrile N1[C@@H](CCC1)C#N